(R)-5-((S)-4-(5-chloro-4-(((R)-1-(2,4-dichlorophenyl)ethyl)amino)pyrimidin-2-yl)-3-methylpiperazine-1-carbonyl)pyrrolidin-2-one ClC=1C(=NC(=NC1)N1[C@H](CN(CC1)C(=O)[C@H]1CCC(N1)=O)C)N[C@H](C)C1=C(C=C(C=C1)Cl)Cl